1-(benzenesulfonyl)-6-chloro-7-fluoro-indole C1(=CC=CC=C1)S(=O)(=O)N1C=CC2=CC=C(C(=C12)F)Cl